4-(2-(2-benzyl-4,4-difluoropiperidin-1-yl)-6-((4-methoxybenzyl)oxy)pyridin-4-yl)morpholine C(C1=CC=CC=C1)C1N(CCC(C1)(F)F)C1=NC(=CC(=C1)N1CCOCC1)OCC1=CC=C(C=C1)OC